COC1=CC=CC(=N1)C1=CC=CC2=C1OC(CO2)CNCC2CCOCC2 [8-(6-Methoxy-pyridin-2-yl)-2,3-dihydro-benzo[1,4]dioxin-2-ylmethyl]-(tetrahydro-pyran-4-ylmethyl)-amine